(((1-(6-amino-9H-purin-9-yl)propan-2-yloxy)methyl) (phenoxy)phosphoryloxy)methyl pivalate C(C(C)(C)C)(=O)OCOP(=O)(OC1=CC=CC=C1)COC(CN1C2=NC=NC(=C2N=C1)N)C